[Cl-].CO[Si](CCC[NH3+])(OC)OC (3-(trimethoxysilyl)propyl)ammonium chloride